S1C(=NC2=C1C=CC=C2)NC(=O)C=2C=CC=C1CCN(CC21)C2=CC=C(C(=N2)C(=O)OC(C)(C)C)C=2C(=C(OCCC1CC3(C1)CCN(CC3)CC(=O)O)C=CC2)C 2-(2-(2-(3-(6-(8-(benzo[d]thiazol-2-ylcarbamoyl)-3,4-dihydroisoquinolin-2(1H)-yl)-2-(tert-butoxycarbonyl)pyridin-3-yl)-2-methylphenoxy)ethyl)-7-azaspiro[3.5]nonan-7-yl)acetic acid